(S)-tert-butyl ((7-(2,2'-dichloro-3'-(5-formyl-6-methoxypyridin-2-yl)-[1,1'-biphenyl]-3-yl)-4-oxo-4H-pyrido[1,2-a]pyrimidin-2-yl)methyl)((5-oxopyrrolidin-2-yl)methyl)carbamate ClC1=C(C=CC=C1C=1C=CC=2N(C(C=C(N2)CN(C(OC(C)(C)C)=O)C[C@H]2NC(CC2)=O)=O)C1)C1=C(C(=CC=C1)C1=NC(=C(C=C1)C=O)OC)Cl